N-(gamma-aminopropyl)-beta-aminoethyltriethoxysilane NCCCNCC[Si](OCC)(OCC)OCC